ClCN1C(=C(C=CC1=O)N1CN(C2=C(C1=O)C=C(N=C2)C(F)(F)F)C2=C(C(=C(C=C2)F)F)C)C 3-(1-(chloromethyl)-2-methyl-6-oxo-1,6-dihydropyridin-3-yl)-1-(3,4-difluoro-2-methylphenyl)-6-(trifluoromethyl)-2,3-dihydropyrido[3,4-d]pyrimidin-4(1H)-one